methyl (1r,4R)-4-{[3-chloro(2H4)phenyl]amino}-6'-{(2R)-3-[(4-methoxyphenyl)methoxy]-2-methylpropyl}-6',7'-dihydro-2'H-spiro[cyclohexane-1,5'-indeno[5,6-d][1,3]dioxole]-4-carboxylate ClC=1C(=C(C(=C(C1[2H])[2H])[2H])NC1(CCC2(C(CC3=CC=4OCOC4C=C23)C[C@H](COCC2=CC=C(C=C2)OC)C)CC1)C(=O)OC)[2H]